2-((3-(5-(3,5-difluorophenyl)-4,5-dihydro-1H-pyrazole-1-carbonyl)bicyclo[1.1.1]pentan-1-yl)methyl)-2H-pyrazolo[4,3-b]pyridine-6-carbonitrile FC=1C=C(C=C(C1)F)C1CC=NN1C(=O)C12CC(C1)(C2)CN2N=C1C(N=CC(=C1)C#N)=C2